ClCC(=O)C=1C(=C(C(=O)C2=CC=CC=C2)C=CC1O)O chloroacetyl-2,4-dihydroxybenzophenone